IC=1C=C(CCNC(OC(C)(C)C)=O)C=CC1OC1=CC=C(C=C1)OCCCC=O tert-butyl (3-iodo-4-(4-(4-oxobutoxy)phenoxy)phenethyl)carbamate